N-[1-[(2R,6S)-6-[[bis(4-methoxyphenyl)-phenyl-methoxy]methyl]-6-(triisopropylsilyl-oxymethyl)morpholin-2-yl]-2-oxo-pyrimidin-4-yl]benzamide COC1=CC=C(C=C1)C(OC[C@]1(O[C@H](CNC1)N1C(N=C(C=C1)NC(C1=CC=CC=C1)=O)=O)CO[Si](C(C)C)(C(C)C)C(C)C)(C1=CC=CC=C1)C1=CC=C(C=C1)OC